(S)-4-(N-(tert-Butyl)sulfamoyl)-N-(6-(2-(hydroxymethyl)morpholino)pyridin-2-yl)-2-(6-azaspiro[2.5]octan-6-yl)benzamide C(C)(C)(C)NS(=O)(=O)C1=CC(=C(C(=O)NC2=NC(=CC=C2)N2C[C@H](OCC2)CO)C=C1)N1CCC2(CC2)CC1